6-(3-methoxyphenyl)-3-methyl-2,3,4,5-tetrahydropyridine COC=1C=C(C=CC1)C=1CCC(CN1)C